cerium (i) 5,8,11,14-tetraoxaheptadecanoate C(CCCOCCOCCOCCOCCC)(=O)[O-].[Ce+]